CC1(OB(OC1(C)C)B1OC(C(O1)(C)C)(C)C)C 4,4,5,5-tetramethyl-2-(4,4,5,5-tetramethyl-1,3,2-dioxaborolan-2-yl)-1,3,2-dioxa-borolane